3-{5-[(1R)-1-amino-8-azaspiro[4.5]dec-8-yl]-6-(hydroxymethyl)-3-methylpyrazin-2-yl}-6-chloro-2-fluorobenzonitrile N[C@@H]1CCCC12CCN(CC2)C=2N=C(C(=NC2CO)C=2C(=C(C#N)C(=CC2)Cl)F)C